2-[(6-chloropyrimidin-4-yl)methyl]-2,3-dihydro-1H-isoindole-1,3-dione ClC1=CC(=NC=N1)CN1C(C2=CC=CC=C2C1=O)=O